COC12CC3(CC(CC(C1)C3)C2)CN2N=CC=C2 1-[(3-methoxytricyclo[3.3.1.13,7]dec-1-yl)methyl]-1H-pyrazole